5-benzyl-3-(((2-methylthiazol-4-yl)methoxy)methyl)-4,5-dihydroisoxazole C(C1=CC=CC=C1)C1CC(=NO1)COCC=1N=C(SC1)C